N[C@H]1CN(CC[C@@H]2N(C1=O)[C@@H](CC2)C(=O)N[C@@H]2C(COC1=C2C(=C(C(=C1[2H])[2H])[2H])[2H])([2H])[2H])CC(F)(F)F (5S,8S,10aR)-5-amino-N-[(4R)-3,4-dihydro(3,3,5,6,7,8-2H6)-2H-1-benzopyran-4-yl]-6-oxo-3-(2,2,2-trifluoroethyl)-decahydropyrrolo[1,2-a][1,5]diazocine-8-carboxamide